(E)-2,6-dimethyl-4-(3-(4-(methylthio)phenyl)-3-oxoprop-1-en-1-yl)phenol CC1=C(C(=CC(=C1)\C=C\C(=O)C1=CC=C(C=C1)SC)C)O